CCCCCCCCCCCCCCCCCCCC(=O)OC[C@H](COP(=O)(O)OC[C@H](CO)O)OC(=O)CCCCCCCCCCCCCCC 1-eicosanoyl-2-hexadecanoyl-glycero-3-phospho-(1'-sn-glycerol)